Cl.CN1N=C2C(=CC(=CC2=C1)C=1SC2=C(N1)C=CC(=C2)C2CCNCC2)C 2-(2,7-dimethylindazol-5-yl)-6-(4-piperidinyl)-1,3-benzothiazole hydrochloride